CN1C[C@@H]2N(C3=C1C=C(C=N3)N3CCOCC3)CCNC2 (R)-5-methyl-3-morpholino-5,6,6a,7,9,10-hexahydro-8H-pyrazino[1,2-a]pyrido[3,2-e]pyrazin